8-Bromo-2-methyl-3-(3-(8-(trifluoromethyl)-1,2,3,4-tetrahydroisoquinoline-2-carbonyl)phenyl)-5,6-dihydro-2H-2,6-methanobenzo[g][1,3,5]oxadiazocin-4(3H)-one BrC=1C=CC2=C(C3NC(N(C(O2)(C3)C)C3=CC(=CC=C3)C(=O)N3CC2=C(C=CC=C2CC3)C(F)(F)F)=O)C1